5-(3,4-difluorobenzyl)pyridin-2-amine FC=1C=C(CC=2C=CC(=NC2)N)C=CC1F